3-((5-(4-cyanopiperidin-1-yl)-2,6-naphthyridin-3-yl)amino)phenyl sulfurofluoridate S(OC1=CC(=CC=C1)NC=1N=CC2=CC=NC(=C2C1)N1CCC(CC1)C#N)(=O)(=O)F